FC(OC1=CC2=C(N=C(O2)C=2C(=C(C=CC2)C2=C(C(=CC=C2)C=2OC3=NC=C(C=C3N2)CN2C[C@@H](CC2)C)C)C)C=C1CN1[C@@H](CCC1)C(=O)O)F ((6-(difluoromethoxy)-2-(2,2'-dimethyl-3'-(6-(((R)-3-methylpyrrolidin-1-yl)methyl)oxazolo[5,4-b]pyridin-2-yl)-[1,1'-biphenyl]-3-yl)benzo[d]oxazol-5-yl)methyl)-L-proline